(trans)-3-amino-4-hydroxypyrrolidine-1-carboxylic acid tert-butyl ester C(C)(C)(C)OC(=O)N1C[C@H]([C@@H](C1)O)N